3-(3-methyloxetan-3-yl)-3-oxopropanenitrile CC1(COC1)C(CC#N)=O